isoleucine calcium salt [Ca+2].N[C@@H]([C@@H](C)CC)C(=O)[O-].N[C@@H]([C@@H](C)CC)C(=O)[O-]